C(C)C1=C(CN2C[C@H](CC2)C(=O)O)C=CC(=C1)/C(/C)=N/OCC1=CC(=C(C=C1)C1=NC=C(C=N1)F)C (S,E)-1-(2-ethyl-4-(1-(((4-(5-fluoropyrimidin-2-yl)-3-methylbenzyl)oxy)imino)ethyl)benzyl)pyrrolidine-3-carboxylic acid